(4-(3,4-difluoro-2-(trifluoromethyl)phenyl)piperidin-1-yl)(5-isonicotinoyl-1,4,5,6-tetrahydropyrrolo[3,4-c]pyrazol-3-yl)methanone FC=1C(=C(C=CC1F)C1CCN(CC1)C(=O)C=1C2=C(NN1)CN(C2)C(C2=CC=NC=C2)=O)C(F)(F)F